BrC1=C(C=C(C=C1C(C)C)C1=CC2=CC=CC=C2C=C1)C(C)C 2-(4-bromo-3,5-diisopropylphenyl)naphthalene